[N-](S(=O)(=O)C(F)(F)F)S(=O)(=O)C(F)(F)F.COCCCC[N+](C)(C)C (methoxybutyl)trimethylammonium bis(trifluoromethanesulfonyl)imide salt